N-(2-aminopropyl)methyl-acrylamide hydrochloride Cl.NC(CNC(C(=C)C)=O)C